BrC=1C=C2C(=NC1)N(C=C2NC(=O)NC2=CC=C(C=C2)C(F)(F)F)COCC[Si](C)(C)C 1-(5-bromo-1-((2-(trimethyl-silyl)ethoxy)methyl)-1H-pyrrolo[2,3-b]pyridin-3-yl)-3-(4-(trifluoromethyl)phenyl)urea